OC(CNC(C(=C)C)=O)CC N-(2-hydroxybutyl)methacrylamide